8-chloro-6-(2-fluorophenyl)-N-[2-(sulfamoylamino)ethyl]-4H-pyrazolo[1,5-a][1,4]benzodiazepine-3-carboxamide ClC=1C=CC2=C(C(=NCC=3N2N=CC3C(=O)NCCNS(N)(=O)=O)C3=C(C=CC=C3)F)C1